8-hydroxy-5-nitro-2-(4-propyltridecyl)isoquinolin-1(2H)-one OC=1C=CC(=C2C=CN(C(C12)=O)CCCC(CCCCCCCCC)CCC)[N+](=O)[O-]